CC=1C=C(C=CC1[N+](=O)[O-])NC=1N=CC2=C(N1)CNCC2 N-(3-methyl-4-nitrophenyl)-5H,6H,7H,8H-pyrido[3,4-d]pyrimidin-2-amine